7-methoxybenzo[d][1,3]Dioxolane-5-carbaldehyde COC1=CC(=CC2=C1OCO2)C=O